S1(=O)OC=CO1 vinylen sulphite